3-(3'-oxospiro[cyclohexane-1,1'-isoindolin]-6'-yl)-N-(1-(piperidin-4-yl)-1H-pyrazol-4-yl)-1H-pyrrolo[2,3-b]pyridine-5-carboxamide O=C1NC2(C3=CC(=CC=C13)C1=CNC3=NC=C(C=C31)C(=O)NC=3C=NN(C3)C3CCNCC3)CCCCC2